N-cyclopropyl-3-fluoro-2-[3-[(trans)-2-[5-(pyrrolidin-1-ylmethyl)-2-pyridinyl]vinyl]-1-tetrahydropyran-2-yl-indazol-6-yl]sulfanyl-benzamide C1(CC1)NC(C1=C(C(=CC=C1)F)SC1=CC=C2C(=NN(C2=C1)C1OCCCC1)\C=C\C1=NC=C(C=C1)CN1CCCC1)=O